hydroxypropyl-vinyl-monopropylene glycol tert-butyl-(3S)-3-[4-(3-chloro-2-fluoro-anilino)pyrido[3,4-d]pyrimidin-6-yl]oxypyrrolidine-1-carboxylate C(C)(C)(C)C1N(CC[C@@H]1OC1=CC2=C(N=CN=C2NC2=C(C(=CC=C2)Cl)F)C=N1)C(=O)O.OCCCC(C(CO)O)C=C